C(=C)(C)N1C(=O)C2C3(C=CC(C2C1=O)C3)CC=C N-isopropenyl-allylbicyclo[2.2.1]hept-5-ene-2,3-dicarboximide